C1(CCC1)CNCC=1NC2=CC(=CC=C2C1)CN1N=NC(=C1)C=1C=NC=C(C1)I 1-cyclobutyl-N-((6-((4-(5-iodopyridin-3-yl)-1H-1,2,3-triazol-1-yl)methyl)-1H-indole-2-yl)methyl)methylamine